C(C)(C)(C)N1N=C(C(=C1NC1=CC(=NC(=C1)C)C)C(N)=O)C1=CC=C(C=C1)NC(OC1=CC=CC=C1)=O phenyl (4-(1-(tert-butyl)-4-carbamoyl-5-((2,6-dimethylpyridin-4-yl)amino)-1H-pyrazol-3-yl)phenyl)carbamate